FC1(CC1)C(=O)N[C@H](C(=O)N1[C@@H](C[C@H](C1)O)C(=O)NCC1=C(OCC(=O)NCCCCCC(=O)O)C=C(C=C1)C1=C(N=CS1)C)C(C)(C)C 6-(2-(2-(((2S,4R)-1-((S)-2-(1-fluorocyclopropane-1-carboxamido)-3,3-dimethylbutanoyl)-4-hydroxypyrrolidine-2-carboxamido)methyl)-5-(4-methylthiazol-5-yl)phenoxy)acetamido)hexanoic acid